(trans-4-(3-(4-chlorophenyl)azetidine-1-carbonyl)cyclohexyl)carbamic acid tert-butyl ester C(C)(C)(C)OC(N[C@@H]1CC[C@H](CC1)C(=O)N1CC(C1)C1=CC=C(C=C1)Cl)=O